ethyl (E)-3-[4-(trifluoromethoxy)phenyl]prop-2-enoate FC(OC1=CC=C(C=C1)/C=C/C(=O)OCC)(F)F